CC1=NC=C(C(=C1)C(=O)O)OC1=CC(=CC=C1)C 2-methyl-5-(3-methylphenoxy)pyridine-4-carboxylic acid